FC(CF)C1=CN=CC(=N1)NC1=CC(=NC=C1OCCOC)NC(C)=O N-(4-((6-(1,2-difluoroethyl)pyrazin-2-yl)amino)-5-(2-methoxyethoxy)pyridin-2-yl)acetamide